C1(CCCC1)[C@@H]1[C@@H](C=2C=CC(=CC2CC1)O)C1=CC(=C(C=C1)N1CCC(CC1)C(OC)OC)F cis-6-cyclopentyl-5-(4-(4-(dimethoxymethyl)piperidin-1-yl)-3-fluorophenyl)-5,6,7,8-tetrahydronaphthalen-2-ol